CC=1C2C(C(CC1)C2)(C(CC)C(C)C)C 2,6-dimethyl-6-(4-methyl-3-pentyl)Bicyclo[3.1.1]hepta-2-ene